pyrazole oxamate C(C(=O)N)(=O)O.N1N=CC=C1